BrC=1C=CC(=NC1)C1CN(C1)C(=O)OC(C)(C)C tert-Butyl 3-(5-bromo-2-pyridyl)azetidine-1-carboxylate